C1C(CC2=CC=CC=C12)NC=1N=CC2=C(N1)CCC2C2=NN=C(O2)CC(=O)O 2-(5-(2-((2,3-dihydro-1H-inden-2-yl)amino)-6,7-dihydro-5H-cyclopenta[d]pyrimidin-5-yl)-1,3,4-oxadiazol-2-yl)acetic acid